NC1=C(C=CC2=CC=CC=C12)N=NC=1C=NC(=CC1)C1=CC=C(C=C1)OC 4-amino-3-[6-(4-methoxyphenyl)pyridine-3-ylazo]naphthalene